3-(difluoromethyl)-1-methyl-N-[(1RS,4SR,9RS)-1,2,3,4-tetrahydro-9-isopropyl-1,4-methanonaphthalen-5-yl]pyrazole-4-carboxamide potassium bicarbonate C([O-])(O)=O.[K+].FC(C1=NN(C=C1C(=O)NC1=C2[C@H]3CC[C@@H](C2=CC=C1)[C@H]3C(C)C)C)F |r|